N-[(16aS,17R)-18,18,21-trifluoro-7-methyl-1-oxo-2,3,16a,17,18,19-hexahydro-1H,10H,16H-4,8-(azeno)-15,11-(metheno)pyrrolo[1,2-j][1,8,10]oxadiazacyclooctadecin-17-yl]methanesulfonamide FC1([C@@H]([C@H]2N(C(NCC=3C=CC(=C(OCC=4C=CC=C(C2)C4F)N3)C)=O)C1)NS(=O)(=O)C)F